2-[(3-chloro-5-fluoro-pyridine-4-carbonyl)amino]-4-[2-isopropoxyethyl-[4-(5,6,7,8-tetrahydro-1,8-naphthyridin-2-yl)butyl]amino]butanoic acid ClC=1C=NC=C(C1C(=O)NC(C(=O)O)CCN(CCCCC1=NC=2NCCCC2C=C1)CCOC(C)C)F